(R)-1-(3-(4-amino-2-((1-ethyl-1H-pyrazol-4-yl)amino)-7H-pyrrolo[2,3-d]pyrimidin-7-yl)piperidin-1-yl)prop-2-en-1-one NC=1C2=C(N=C(N1)NC=1C=NN(C1)CC)N(C=C2)[C@H]2CN(CCC2)C(C=C)=O